(5R)-2-[(3-bromo-2-fluorophenyl)methyl]-5-methyl-3-nitropyrrolidine-1-carboxylic acid benzyl ester C(C1=CC=CC=C1)OC(=O)N1C(C(C[C@H]1C)[N+](=O)[O-])CC1=C(C(=CC=C1)Br)F